C(C)(C)(C)[C@H]1CC[C@H](CC1)C1=NC(=C(C(=N1)C)C(=O)OC)C methyl (cis)-2-(4-tert-butylcyclohexyl)-4,6-dimethyl-pyrimidine-5-carboxylate